BrC1=C(C=C2C(=NC(=NC2=C1F)Cl)N1C[C@H]2C[C@H]([C@@H](C1)C2)O)Cl (1R,5R,6R)-3-(7-bromo-2,6-dichloro-8-fluoroquinazolin-4-yl)-3-azabicyclo[3.2.1]octan-6-ol